((2R,3R,4R,5R)-4-fluoro-3-hydroxy-4-methyl-5-(6-(methylamino)-2-propionamido-9H-purin-9-yl)tetrahydrofuran-2-yl)methyl acetate C(C)(=O)OC[C@H]1O[C@H]([C@]([C@@H]1O)(C)F)N1C2=NC(=NC(=C2N=C1)NC)NC(CC)=O